([1-(L-α-glutaminyl)azetidin-3-yl]oxy)-4,4-dihydroxy-5-oxa-4-boranuidabicyclo[4.4.0]deca-1(6),7,9-triene-7-carboxylic acid N[C@@H](CCC(=O)N1CC(C1)OC1C=2C=CC=C(C2O[B-](C1)(O)O)C(=O)O)C(N)=O